2-(perfluorobutyl)ethyl acrylate C(C=C)(=O)OCCC(C(C(C(F)(F)F)(F)F)(F)F)(F)F